3-methoxy-7-(6-methyl-3-{1-[(4-methyltetrahydro-2H-pyran-4-yl)methyl]-1H-pyrazol-4-yl}pyridin-2-yl)cinnoline COC=1N=NC2=CC(=CC=C2C1)C1=NC(=CC=C1C=1C=NN(C1)CC1(CCOCC1)C)C